4-((dimethylamino)methyl)-N-(3-methoxybenzyl)-N-(4-(4-methylpiperazin-1-yl)benzyl)thiazol-2-amine CN(C)CC=1N=C(SC1)N(CC1=CC=C(C=C1)N1CCN(CC1)C)CC1=CC(=CC=C1)OC